N-(5-cyclopropyl-3-methylisoxazol-4-yl)-6-methyl-4-oxo-1-phenyl-1,4-dihydropyridazine-3-carboxamide C1(CC1)C1=C(C(=NO1)C)NC(=O)C1=NN(C(=CC1=O)C)C1=CC=CC=C1